5-amino-1-[(7S)-3-cyclopropyl-5-[(2-fluoro-2-methylpropyl)sulfamoyl]-7,8-dihydro-6H-cyclopenta[g]isoquinolin-7-yl]imidazole-4-carboxamide NC1=C(N=CN1[C@H]1CC2=C(C(=C3C=C(N=CC3=C2)C2CC2)S(NCC(C)(C)F)(=O)=O)C1)C(=O)N